CC1(C[C@@H](NC1)C(=O)NC=1C=C(C(=NC1)C)NC(=O)C=1C=C2C(=NC1)NC(=C2)C=2C=NN(C2)C)C (R)-N-(5-(4,4-dimethylpyrrolidine-2-carboxamido)-2-methylpyridin-3-yl)-2-(1-methyl-1H-pyrazol-4-yl)-1H-pyrrolo[2,3-b]pyridine-5-carboxamide